[C@H]12OC[C@H](N(C1)CC(=O)NC=1N=CC3=CC=C(C=C3C1)C=1SC(=NN1)C)C2 2-((1R,4R)-2-oxa-5-azabicyclo[2.2.1]heptan-5-yl)-N-(6-(5-methyl-1,3,4-thiadiazol-2-yl)isoquinolin-3-yl)acetamide